ethyl (R)-(Z)-3-((3-butyl-7-(dimethylamino)-3-ethyl-1,1-dioxido-5-phenyl-2,3,4,5-tetrahydro-1,5-benzothiazepin-8-yl)oxy)-2-fluoroacrylate C(CCC)[C@]1(CS(C2=C(N(C1)C1=CC=CC=C1)C=C(C(=C2)O\C=C(\C(=O)OCC)/F)N(C)C)(=O)=O)CC